7-((3S,4R)-4-((2,3-dihydrobenzo[b][1,4]dioxin-6-yl-2,2,3,3-d4)oxy)-3-fluoropiperidin-1-yl)-8-methyl-4H-pyrimido[1,2-b]pyridazin-4-one O1C2=C(OC(C1([2H])[2H])([2H])[2H])C=C(C=C2)O[C@H]2[C@H](CN(CC2)C=2C(=CC=1N(N2)C(C=CN1)=O)C)F